N-(quinolin-8-yl)-2,2-dimethyl-2-cyclopentylacetamide N1=CC=CC2=CC=CC(=C12)NC(C(C1CCCC1)(C)C)=O